2-n-propyl-4-methyl-6-(methylbenzimidazol-2-yl)benzimidazole sodium salt [Na].C(CC)C=1NC2=C(N1)C=C(C=C2C)C=2NC1=C(N2)C=CC=C1C